OC=1C(=CC2=CN(N=C2C1)C)C1=NC=2C=CN(C(C2C=C1)=O)C1CCNCC1 2-(6-hydroxy-2-methyl-2H-indazol-5-yl)-6-(piperidin-4-yl)-1,6-naphthyridin-5(6H)-one